cetyl-dihydroxyethyl-hydroxypropyl-sulfonic acid C(CCCCCCCCCCCCCCC)C(CCS(=O)(=O)O)(O)CC(O)O